CC(=C)[C@@H]1CC[C@]2([C@H]1[C@H]3CC[C@@H]4[C@]5(CC[C@@H](C([C@@H]5CC[C@]4([C@@]3(CC2)C)C)(C)C)O)C)C(=O)O The molecule is a pentacyclic triterpenoid that is lupane having a double bond at position 20(29) as well as 3beta-hydroxy and 28-carboxy substituents. It is found in the bark and other plant parts of several species of plants including Syzygium claviflorum. It exhibits anti-HIV, antimalarial, antineoplastic and anti-inflammatory properties. It has a role as an EC 5.99.1.3 [DNA topoisomerase (ATP-hydrolysing)] inhibitor, an anti-HIV agent, an antimalarial, an anti-inflammatory agent, an antineoplastic agent and a plant metabolite. It is a pentacyclic triterpenoid and a hydroxy monocarboxylic acid. It derives from a hydride of a lupane.